N-(2-azabicyclo[2.2.1]heptan-5-yl)-1H-benzo[d][1,2,3]triazole-5-carboxamide C12NCC(C(C1)NC(=O)C1=CC3=C(NN=N3)C=C1)C2